N1(CCCCC1)C1CCN(CC1)C=1C(=CC2=C(C(C=3NC4=CC(=CC=C4C3C2=O)C#N)(C)C)C1)CC 8-[1,4']Bipiperidinyl-1'-yl-9-ethyl-6,6-dimethyl-11-oxo-6,11-dihydro-5H-benzo[b]carbazole-3-carbonitrile